3-[2-(propan-2-yloxy)ethoxy]-1-[(1r,4r)-4-{[(tert-butoxy)carbonyl]amino}cyclohexyl]-1H-pyrazole-4-carboxylic acid CC(C)OCCOC1=NN(C=C1C(=O)O)C1CCC(CC1)NC(=O)OC(C)(C)C